N-(6-amino-5-ethylpyridin-3-yl)-2-((2R,5S)-5-methyl-2-(2-(4-methylmorpholin-2-yl)benzo[d]thiazol-5-yl)piperidin-1-yl)-2-oxoacetamide NC1=C(C=C(C=N1)NC(C(=O)N1[C@H](CC[C@@H](C1)C)C=1C=CC2=C(N=C(S2)C2CN(CCO2)C)C1)=O)CC